C(C1=CC=CC=C1)N1CCC2(CC1)COC1=CC=3C(N(CC3C=C12)C1C(NC(CC1)=O)=O)=O 3-{1'-benzyl-7-oxo-2,5,6,7-tetrahydrospiro[furo[2,3-f]isoindole-3,4'-piperidine]-6-yl}piperidine-2,6-dione